4-(prop-2-yloxy)pyridin-2-amine CC(C)OC1=CC(=NC=C1)N